(E)-2-fluoro-N'-(1-(pyridin-4-yl)ethylidene)benzohydrazide FC1=C(C(=O)N/N=C(\C)/C2=CC=NC=C2)C=CC=C1